CN1N=CC=C1C1=CC(=NC=2N1C=CC2C(=O)OCC)N2[C@@H](COCC2)C ethyl (R)-4-(1-methyl-1H-pyrazol-5-yl)-2-(3-methylmorpholino)pyrrolo[1,2-a]pyrimidine-8-carboxylate